methyl-1,3,5-triazin-2-amine CC1=NC(=NC=N1)N